C(C)OP(=O)(O)CC1=NN=C(N=N1)C1=CC=C(C(=O)O)C=C1 4-(6-((ethoxy(hydroxy)phosphoryl)methyl)-1,2,4,5-tetrazin-3-yl)benzoic acid